9-(1-((2-(1H-tetrazol-5-yl)pyridin-3-yl)amino)ethyl)-3-ethyl-4,7-dimethyl-3,4-dihydro-5H-pyrazolo[3,4-c]isoquinolin-5-one N1N=NN=C1C1=NC=CC=C1NC(C)C=1C=2C3=C(N(C(C2C=C(C1)C)=O)C)N(N=C3)CC